(2S)-3-(indol-4-yl)-2-(amino)propionic acid N1C=CC2=C(C=CC=C12)C[C@@H](C(=O)O)N